barium oxygen 4-[bis(3-pentyloxy-2-hydroxy-propyl)amino]phenol C(CCCC)OCC(CN(C1=CC=C(C=C1)O)CC(COCCCCC)O)O.[O].[Ba]